CC(C#N)C(C)C 2,3-dimethylbutyronitrile